5,5-Difluorooctahydrocyclopenta[c]pyrrole FC1(CC2C(CNC2)C1)F